CC1(OB(OC1(C)C)C=1C=C2C(=NN(C2=CC1)C)C)C 4,4,5,5-tetramethyl-2-(1-methyl-3-methyl-1H-indazol-5-yl)-1,3,2-dioxaborolane